O1CCN(CC1)C1=NC=2N(C=C1)N=CC2C(=O)OCC Ethyl 5-morpholinopyrazolo[1,5-a]pyrimidine-3-carboxylate